1-morpholino-butan-1-one O1CCN(CC1)C(CCC)=O